(1R,2R,3S,4R,5S)-5-hydroxy-3-(2-methylpyridin-4-yl)-N-(3-(trifluoromethyl)benzeneYl)-7-oxabicyclo[2.2.1]Heptane-2-carboxamide O[C@@H]1[C@H]2[C@@H]([C@H]([C@@H](C1)O2)C(=O)NC2=CC(=CC=C2)C(F)(F)F)C2=CC(=NC=C2)C